FC(OC=1C=2N(C=C(C1)C(F)(F)F)C[C@@]1(CCSC3=C(C(=CC=C13)F)F)N2)F (S)-8-(difluoromethoxy)-7',8'-difluoro-6-(trifluoromethyl)-3H-spiro[imidazo[1,2-a]pyridine-2,4'-thiochromane]